C(C)(C)(C)OC(COC=1C=C(C=C2C(N(CC12)C1C(NC(CC1)=O)=O)=O)B(O)O)=O [7-(2-tert-butoxy-2-oxo-ethoxy)-2-(2,6-dioxo-3-piperidyl)-3-oxo-isoindolin-5-yl]boronic acid